pentan-3-yl acrylate C(C=C)(=O)OC(CC)CC